6-{4-[1-(Propan-2-yl)piperidin-4-yl]-1,4-diazepan-1-yl}-N-propylpyridine-2-carboxamide CC(C)N1CCC(CC1)N1CCN(CCC1)C1=CC=CC(=N1)C(=O)NCCC